C(C1=CC=CC=C1)OC1=C2N=CN(C2=NC(=N1)Cl)COCC[Si](C)(C)C 6-(benzyloxy)-2-chloro-9-((2-(trimethylsilyl)ethoxy)methyl)-9H-purine